CNC1=NC(=NC(=N1)N)N N-methyl-1,3,5-triazine-2,4,6-triamine